(R)-2-((3,5-dicyano-6-(1,4-diazepan-1-yl)-4-ethylpyridin-2-yl)amino)-2-phenyl-acetamide C(#N)C=1C(=NC(=C(C1CC)C#N)N1CCNCCC1)N[C@@H](C(=O)N)C1=CC=CC=C1